C(=S)S.CNN methyl-hydrazine dithioformate